1,1,1-tris(3,5-dimethyl-4-hydroxyphenyl)methane CC=1C=C(C=C(C1O)C)C(C1=CC(=C(C(=C1)C)O)C)C1=CC(=C(C(=C1)C)O)C